2-(2,3-difluoro-4-isopropyl-5-methoxyphenyl)-4H-benzopyran-4-one FC1=C(C=C(C(=C1F)C(C)C)OC)C=1OC2=C(C(C1)=O)C=CC=C2